CC(C(=O)OC1(COC(OC1)C(COC(C=C)=O)(C)C)CC)=C (2-(1-(acryloyloxy)-2-methylpropan-2-yl)-5-ethyl-1,3-dioxan-5-yl) methyl-acrylate